N,N'-di(naphthalene-2-yl)-N,N'-di(3-methylphenyl)benzidine C1=C(C=CC2=CC=CC=C12)N(C1=CC=C(C=C1)C1=CC=C(N(C2=CC(=CC=C2)C)C2=CC3=CC=CC=C3C=C2)C=C1)C1=CC(=CC=C1)C